2,6-dihydroxy-5'-methyl-N-(oxazol-5-ylmethyl)-4-pentyl-2'-(prop-1-en-2-yl)-[1,1'-biphenyl]-3-carboxamide OC1=C(C(=CC(=C1C(=O)NCC1=CN=CO1)CCCCC)O)C1=C(C=CC(=C1)C)C(=C)C